methyl 5-((4-bromophenyl) thio)-1-(4-methoxybenzyl)-1H-1,2,3-triazole-4-carboxylate BrC1=CC=C(C=C1)SC1=C(N=NN1CC1=CC=C(C=C1)OC)C(=O)OC